1-(3-morpholinobenzyl)-1H-1,2,3-triazole O1CCN(CC1)C=1C=C(CN2N=NC=C2)C=CC1